C(C)(C)(C)OC(=O)N1C=CC2=CC(=CC(=C12)C)C1C#C1 5-(cyclopropynyl)-7-methyl-1H-indole-1-carboxylic acid tert-butyl ester